C1=NC=C(C2=CC=CC=C12)N1C(N(C[C@H]1C#N)C1CC2(C1)CCC2)=O (S)-3-(isoquinolin-4-yl)-2-oxo-1-(spiro[3.3]heptan-2-yl)imidazolidine-4-carbonitrile